5,8-dimethyl-2,5-diazaspiro[3.4]octane-1,6-dione CN1C2(CNC2=O)C(CC1=O)C